8-Ethyl-2-(3-methyl-1-benzothien-2-yl)-5-[2-(pyridin-3-yl)ethoxy]Quinoline-4-carboxylic acid methyl ester COC(=O)C1=CC(=NC2=C(C=CC(=C12)OCCC=1C=NC=CC1)CC)C=1SC2=C(C1C)C=CC=C2